CC(C(C)C=1C(=C(C=CC1)S(=O)(=O)N)[N+](=O)[O-])(C)C (3,3-dimethylbutan-2-yl)-2-nitrobenzenesulfonamide